O=C1NC(CCC1NC(C1=NC(=CC=C1)N1CCOCC1)=O)=O N-(2,6-dioxopiperidin-3-yl)-6-(morpholinyl)picolinamide